C(C(=C)C)(=O)O.O(C1=CC=CC=C1)C(CO)OCCOCCO 2-Phenoxytriethyleneglycol methacrylat